N=1C=C(N2C1C=NC=C2)C2=C1CNC(C1=C(C=C2)NC2=NC=C(C=C2)[C@H]2CN(C(CC2)=O)C)=O (S)-4-(imidazo[1,2-a]pyrazin-3-yl)-7-((5-(1-methyl-6-oxopiperidin-3-yl)pyridin-2-yl)amino)isoindolin-1-one